racemic-6-(2,4-dimethoxypyrimidin-5-yl)-8-((2S,2S)-2-(1-methyl-1H-indazol-6-yl)cyclopropyl)imidazo[1,2-b]pyridazine COC1=NC=C(C(=N1)OC)C=1C=C(C=2N(N1)C=CN2)[C@H]2[C@H](C2)C2=CC=C1C=NN(C1=C2)C |&1:19|